(4-(6-(4-(hydroxymethyl)piperidin-1-yl)-2-(pyridin-3-yl)pyrimidin-4-yl)phenyl)morpholin-3-one OCC1CCN(CC1)C1=CC(=NC(=N1)C=1C=NC=CC1)C1=CC=C(C=C1)N1C(COCC1)=O